3,7-dimethyloct-6-en-1-yl 8-bromooctanoate BrCCCCCCCC(=O)OCCC(CCC=C(C)C)C